4-((3-chloro-1,4-diphenoxy-1,4-dihydronaphthalen-2-ylamino)methyl)-N-(1H-indazol-5-yl)benzamide ClC1=C(C(C2=CC=CC=C2C1OC1=CC=CC=C1)OC1=CC=CC=C1)NCC1=CC=C(C(=O)NC=2C=C3C=NNC3=CC2)C=C1